OCC(C=C)C1N(N2C(C(N1)=O)=CC(C(=C2)C(=O)N)=O)[C@@H](C=C)C (1R)-1-(hydroxymethyl)allyl-1-(1-methylallyl)-4,6-dioxo-2H-pyrido[2,1-f][1,2,4]triazine-7-carboxamide